CN(CCN(CCN(C)C)C)C N,N,N',N'',N''-pentamethyldiethylentriamine